2,5-diiodo-3-hexylthiophene IC=1SC(=CC1CCCCCC)I